FC=1C=C(CC2=CC(=NC=C2)NN)C=C(C1)C(F)(F)F 4-(3-fluoro-5-(trifluoromethyl)benzyl)-2-hydrazinylpyridine